BrC1=CC=CC2=C1C=NCS2 5-Bromo-2H-benzo[e][1,3]thiazine